(1,1-dimethylethyl)dimethylsilyl chloride CC(C)(C)[Si](C)(C)Cl